N1=C(N=CC2=CC=CC=C12)NC1CCC(CC1)N(C(C)=O)C1=CC=C(C=C1)C=1C=C2CCN(CC2=CC1)CC(=O)O 2-(6-(4-(N-((1r,4r)-4-(quinazolin-2-ylamino)cyclohexyl)acetamido)phenyl)-3,4-dihydroisoquinolin-2(1H)-yl)acetic acid